tert-butyl (1r,5s)-3-(7-(8-ethynyl-7-fluoronaphthalen-1-yl)-8-fluoro-2-((4-methoxybicyclo[2.2.2]oct-1-yl) methoxy)-6-nitroquinazolin-4-yl)-3,8-diazabicyclo[3.2.1]octane-8-carboxylate C(#C)C=1C(=CC=C2C=CC=C(C12)C1=C(C=C2C(=NC(=NC2=C1F)OCC12CCC(CC1)(CC2)OC)N2C[C@H]1CC[C@@H](C2)N1C(=O)OC(C)(C)C)[N+](=O)[O-])F